CN(C(=O)NC=1N=NC(=C(N1)C=1OC(=CC1)C)C=1C=C2C(=NC=NC2=CC1)C)CC1=NC=CC=C1 1-methyl-3-(5-(5-methylfuran-2-yl)-6-(4-methylquinazolin-6-yl)-1,2,4-triazin-3-yl)-1-(pyridin-2-ylmethyl)urea